C(C)(C)(C)N1CCC(CC1)CNS(N)(=O)=O tert-butyl-4-((sulfamoylamino)methyl)piperidine